6-((3-hydroxy-3-methylazetidin-1-yl)methyl)-4-(trifluoromethyl)isoindolin-1-one OC1(CN(C1)CC1=CC(=C2CNC(C2=C1)=O)C(F)(F)F)C